NC1=NC=NC=2C3=C(\C(\C(C12)(C)C)=N/OCC1CNC(O1)=O)C=C(C=C3)O[C@@H]3CC[C@H](CC3)N 5-[[(Z)-[4-amino-8-(trans-4-aminocyclohexoxy)-5,5-dimethyl-benzo[h]quinazolin-6-ylidene]amino]oxymethyl]oxazolidin-2-one